9-[1-(2-aminoethyl)azetidin-3-yl]oxy-5,5-dihydroxy-6-oxa-5-boranuidatricyclo[5.4.0.02,4]undeca-1(7),8,10-triene-8-carboxylic acid NCCN1CC(C1)OC1=C(C=2O[B-](C3CC3C2C=C1)(O)O)C(=O)O